NCCC[SiH2]CCCOC 3-aminopropylmethoxypropylsilane